ClC1=CC=C(C(=N1)C#N)N[C@H](C)C=1C=C(C=C2C(C(=C(OC12)C=1C=NN(C1)CC1(COC1)C)C)=O)C 6-Chloro-3-[[(1R)-1-[3,6-dimethyl-2-[1-[(3-methyloxetan-3-yl)methyl]pyrazol-4-yl]-4-oxo-chromen-8-yl]ethyl]amino]pyridine-2-carbonitrile